CN(CCC(=O)OCC1=CC=CC=C1)CCCOC1=CC=C(C=C1)CC1=CC=CC=C1 phenylmethyl 3-[methyl[3-[4-(phenylmethyl)phenoxy]propyl]amino]propanoate